CC1=CC2=C(C3=C(O2)C(=CC=C3)NC3=CC=CC=C3)C=C1 7-methyl-N-phenyldibenzo[b,d]Furan-4-amine